5-(trimethylsilyl)pyridine C[Si](C=1C=CC=NC1)(C)C